4,4'-((perfluoro-[1,1'-biphenyl]-4,4'-diyl)bis(oxy))bis(3,5-difluorobenzonitrile) FC1=C(C(=C(C(=C1F)OC1=C(C=C(C#N)C=C1F)F)F)F)C1=C(C(=C(C(=C1F)F)OC1=C(C=C(C#N)C=C1F)F)F)F